[C@H](C)(CC)[C@@H]1N(CC2=C(NC1=O)C=CC=C2)C(=O)N2C(CCC2)C2=NC(=NO2)C (3S)-3-((S)-sec-butyl)-4-(2-(3-methyl-1,2,4-oxadiazol-5-yl)pyrrolidine-1-carbonyl)-1,3,4,5-tetrahydro-2H-benzo[e][1,4]diazepin-2-one